(3R)-3-(4-Chlorophenyl)-2-[(5-chloropyridin-2-yl)methyl]-3-(2-hydroxyethoxy)-6-(2-hydroxypropan-2-yl)-2,3-dihydro-1H-isoindol-1-on ClC1=CC=C(C=C1)[C@@]1(N(C(C2=CC(=CC=C12)C(C)(C)O)=O)CC1=NC=C(C=C1)Cl)OCCO